C1(=CC=CC=C1)NC(=O)N[C@H](C(F)(F)F)[C@]1(CN(CC1)C(C)(C)C=1C=NC(=CC1)C)CCC=1SC(=CC1)F |o1:15| 1-phenyl-3-((S)-2,2,2-trifluoro-1-((R or S)-3-(2-(5-fluorothiophen-2-yl)ethyl)-1-(2-(6-methylpyridin-3-yl)propan-2-yl)pyrrolidin-3-yl)ethyl)urea